ClC=1C2=C(N=CN1)NCC2 4-chloro-6,7-dihydro-5H-pyrrolo[2,3-D]pyrimidine